1-(2-fluorophenyl)-N-{2-methoxy-3-[3-(pyrrolidin-1-yl)propoxy]-6H,7H,8H,9H,10H-cyclohepta[b]1,5-naphthyridin-11-yl}piperidin-4-amine FC1=C(C=CC=C1)N1CCC(CC1)NC1=C2C(=NC3=CC(=C(N=C13)OC)OCCCN1CCCC1)CCCCC2